NC=1C=CC(=C(CN(C2=CC=NC=3N2N=CC3CC)C(=O)OC(C)(C)C)C1)F 7-((5-amino-2-fluorobenzyl)(tert-butoxycarbonyl)amino)-3-ethylpyrazolo[1,5-a]pyrimidine